NC1=C2C(=NC=N1)N(N=C2C2=CC=C(CNC(C1=C(C=CC(=C1)F)OC)=O)C=C2)C[C@H]2N(C[C@H](C2)F)C(=O)N2N=CN=C2 N-(4-(4-amino-1-(((2S,4S)-4-fluoro-1-(1H-1,2,4-triazole-1-carbonyl)pyrrolidin-2-yl)methyl)-1H-pyrazolo[3,4-d]pyrimidin-3-yl)benzyl)-5-fluoro-2-methoxybenzamide